methyl 4-[4-(1,3-benzothiazol-2-yl) piperidin-1-yl]-1-methyl-2-oxo-1,2-dihydroquinoline-3-carboxylate S1C(=NC2=C1C=CC=C2)C2CCN(CC2)C2=C(C(N(C1=CC=CC=C21)C)=O)C(=O)OC